5-((2,2-dimethyltetrahydrofuran-3-yl)methoxy)-1,3,4-thiadiazol-2-amine CC1(OCCC1COC1=NN=C(S1)N)C